(tert-Butoxycarbonyl)aminotetrahydro-2H-pyran-4-carboxylic acid C(C)(C)(C)OC(=O)NC1OCCC(C1)C(=O)O